C(C)C1CC(OC(C1)C)=O 4-ethyl-6-methyltetrahydro-2H-pyran-2-one